C1=CC=CC=2C3=CC=CC=C3N(C12)C=1C=C(C=C(C1)N1C2=CC=CC=C2C=2C=CC=CC12)C1=CC=CC=C1 3,5-Di(9H-carbazol-9-yl)biphenyl